ClC=1C=C(C=C2C(=C(C=NC12)C#N)N[C@H](CC)C1=CC=CC=C1)N[C@@H](C=1C=NC=CC1)C=1N=NN(C1)CC#N 8-chloro-6-(((S)-(1-(cyanomethyl)-1H-1,2,3-triazol-4-yl)(pyridin-3-yl)methyl)amino)-4-(((R)-1-phenylpropyl)amino)quinoline-3-carbonitrile